BrC1=CC=2N(C(=N1)O)C=C(N2)C(=O)OCC Ethyl 7-bromo-5-hydroxyimidazo[1,2-c]pyrimidine-2-carboxylate